[Na+].S(=O)(=O)([O-])C1=CC=C(C(=O)O)C=C1 4-sulfobenzoic acid, monosodium salt